BrC=1C(=NC(=CC1)NC(=O)C1CC1)C(=O)O 3-bromo-6-(cyclopropanecarboxamido)picolinic acid